C(=O)[O-].COC=1C=C2C(=NC=NC2=CC1OC)N1CCC(CC1)C1(CC1)C[N-]S[NH-] N-((1-(1-(6,7-dimethoxyquinazolin-4-yl)piperidin-4-yl)cyclopropyl)methyl)thiodiamide formate salt